C(CCCCCCCCCCCCC)ONCC(C)NOCCCCCCCCCCCCCC 1,2-Dimyristoxyaminopropane